C(#N)[B-](C#N)(C#N)C#N.COC[N+]1(CCCC1)C N-methoxymethyl-N-methylpyrrolidinium tetracyanoborate